C1(CC1)C1=CC=C(C=C1)N1N=C2CCNC[C@@H]3C2=C1CCN3C(=O)OC(C)(C)C |o1:16| tert-butyl (S or R)-2-(4-cyclopropylphenyl)-2,3,4,5a,6,7,8,9-octahydro-5H-1,2,5,7-tetraazabenzo[cd]azulene-5-carboxylate